BrC1=C(N=C(S1)N(C=1C=NN(C1)C1OCCCC1)C1CC1)C(=O)[O-] 5-Bromo-2-{cyclopropyl[1-(tetrahydro-2H-pyran-2-yl)-1H-pyrazol-4-yl]amino}thiazole-4-carboxylate